S(=O)(=O)(O)[Zn].[Ca] calcium sulfo-zinc